CN(C(=O)C=1C=C(C=CC1OC)N1N=C(C=CC1=O)C(=O)O)C 1-[3-(dimethylcarbamoyl)-4-methoxy-phenyl]-6-oxo-pyridazine-3-carboxylic acid